4,4-difluoropiperidine-1-carboxamide FC1(CCN(CC1)C(=O)N)F